1-((endo)-3-(methylsulfonyl)-3-azabicyclo[3.2.1]octan-8-yl) 4-(oxepan-4-yl) 2-methylenesuccinate C=C(C(=O)OC1C2CN(CC1CC2)S(=O)(=O)C)CC(=O)OC2CCOCCC2